(R)-N-(1-(1-(2,4-bis(trifluoromethyl)phenyl)ethyl)-1H-pyrazol-4-yl)-5-(6-methylpyridin-2-yl)isoxazole-3-carboxamide FC(C1=C(C=CC(=C1)C(F)(F)F)[C@@H](C)N1N=CC(=C1)NC(=O)C1=NOC(=C1)C1=NC(=CC=C1)C)(F)F